5-ethyluracil C(C)C=1C(NC(NC1)=O)=O